[N-](S(=O)(=O)C(F)(F)F)S(=O)(=O)C(F)(F)F.CN1C=[N+](C=C1)C 1,3-dimethylimidazolium-bis(trifluoromethanesulfonyl)imide salt